CN(C(O)=O)CC1=CC=C(C=C1)C(NC1=C(C=CC=C1)NC(=O)OC(C)(C)C)=O.ClC=1C=CC2=C(N=C(O2)C2CC3(CC(C3)NC(=O)C=3OC(=CC3)CCS(=O)(=O)C)C2)C1 N-[6-(5-chloro-1,3-benzoxazol-2-yl)spiro[3.3]heptane-2-yl]-5-(2-methylsulfonylethyl)furan-2-carboxamide methyl(4-((2-((tert-butoxycarbonyl)amino)phenyl)carbamoyl)benzyl)carbamate